bis(4-chloro-6-phenyl-1,3,5-triazin-2-yl)heptane-1,7-diamine ClC1=NC(=NC(=N1)C1=CC=CC=C1)C(CCCN)(CCCN)C1=NC(=NC(=N1)Cl)C1=CC=CC=C1